1-((S)-3-((S)-2,2,2-trifluoro-1-((4-(4-morpholino-7H-pyrrolo[2,3-d]pyrimidin-6-yl)phenyl)amino)ethyl)piperidin-1-yl)prop-2-en-1-one FC([C@@H](NC1=CC=C(C=C1)C1=CC2=C(N=CN=C2N2CCOCC2)N1)[C@@H]1CN(CCC1)C(C=C)=O)(F)F